ClCC1=C2C(N(C(C2=CC=C1)=O)C1C(NC(CC1)=O)=O)=O 4-(chloromethyl)-2-(2,6-dioxopiperidin-3-yl)isoindoline-1,3-dione